benzyl 5-acetyl-2-(benzyloxy)-1-oxo-2,5-diazaspiro[3.4]octane-6-carboxylate C(C)(=O)N1C2(CN(C2=O)OCC2=CC=CC=C2)CCC1C(=O)OCC1=CC=CC=C1